C(CCCC#C)OC1=CC=C(C=C1)C1CCN(CC1)C=1CCC=2N(N1)C(=NN2)C(F)(F)F (4-(4-(hex-5-ynyloxy)phenyl)piperidin-1-yl)-3-(trifluoromethyl)-7,8-dihydro-[1,2,4]triazolo[4,3-b]pyridazine